(3-chloro-2,4-dimethyl-5,7-dihydropyrrolo[3,4-b]pyridin-6-yl)-[(3R)-[5-(trifluoromethyl)-3-pyridyl]pyrrolidin-3-yl]methanone ClC=1C(=C2C(=NC1C)CN(C2)C(=O)[C@H]2CN(CC2)C=2C=NC=C(C2)C(F)(F)F)C